tert-butyl N-[(1S)-1-[(2S,4R)-2-[(2-chloro-4-ethynyl-6-methoxy-phenyl)methylcarbamoyl]-4-hydroxy-pyrrolidine-1-carbonyl]-2,2-dimethyl-propyl]carbamate ClC1=C(C(=CC(=C1)C#C)OC)CNC(=O)[C@H]1N(C[C@@H](C1)O)C(=O)[C@H](C(C)(C)C)NC(OC(C)(C)C)=O